N-[6-(2,2-difluoroethoxy)-5-fluoro-2-methoxy-3-pyridyl]-6-methyl-4,5,6,7-tetrahydropyrazolo[1,5-a]pyridine-3-sulfonamide FC(COC1=C(C=C(C(=N1)OC)NS(=O)(=O)C=1C=NN2C1CCC(C2)C)F)F